6-Amino-3-((1R,3S)-4'-chloro-3-(2-oxopyrrolidin-1-yl)-1',2'-dihydrospiro[cyclopentane-1,3'-pyrrolo[2,3-b]pyridin]-5'-yl)-2-fluoro-N,N-dimethylbenzamide NC1=CC=C(C(=C1C(=O)N(C)C)F)C=1C(=C2C(=NC1)NC[C@]21C[C@H](CC1)N1C(CCC1)=O)Cl